3-methoxy-5-(trifluoromethoxy)benzaldehyde COC=1C=C(C=O)C=C(C1)OC(F)(F)F